1-(2-chloro-4-methoxy-phenyl)-6-cyclopropyl-N-[3-fluoro-4-[(3-fluoro-6,7-dimethoxy-4-quinolyl)oxy]phenyl]-2-oxo-pyridine-3-carboxamide ClC1=C(C=CC(=C1)OC)N1C(C(=CC=C1C1CC1)C(=O)NC1=CC(=C(C=C1)OC1=C(C=NC2=CC(=C(C=C12)OC)OC)F)F)=O